(Z)-9-((2-(2,6-dioxopiperidin-3-yl)-1,3-dioxoisoindolin-4-yl)sulfanyl)-N-(2-(4-(1,2-diphenylbut-1-en-1-yl)phenoxy)ethyl)-N-methylnonanamide O=C1NC(CCC1N1C(C2=CC=CC(=C2C1=O)SCCCCCCCCC(=O)N(C)CCOC1=CC=C(C=C1)\C(=C(\CC)/C1=CC=CC=C1)\C1=CC=CC=C1)=O)=O